FC1=C(CN2C(NC(NC2)=O)=O)C=C(C(=C1)F)F 1-(2,4,5-trifluorobenzyl)-1,3,5-triazinane-2,4-dione